O=C1NC[C@@H](N1)C(=O)NCC1=CC=C(C=C1)NC1=CC=C(C=C1)N1CCC(CC1)CCC (R)-2-oxo-N-(4-((4-(4-propylpiperidin-1-yl)phenyl)amino)benzyl)imidazolidine-4-carboxamide